3-chloro-N-(6-(trifluoromethyl)pyridin-2-yl)pyrazin-2-amine ClC=1C(=NC=CN1)NC1=NC(=CC=C1)C(F)(F)F